3-(2-(phenylamino)ethyl)urea C1(=CC=CC=C1)NCCNC(N)=O